O1CCN(CCC1)CCN1C(C(=C(C2=CC(=CN=C12)C1=CC=C(C=C1)F)O)C(=O)NC12CC(C1)(C2)C)=O 1-(2-(1,4-oxazepan-4-yl)ethyl)-6-(4-fluorophenyl)-4-hydroxy-N-(3-methylbicyclo[1.1.1]pentan-1-yl)-2-oxo-1,2-dihydro-1,8-naphthyridine-3-carboxamide